ClC1=C(C=CC(=C1)OC)C1=NOC(=N1)N1CCC(CC1)C(=O)O 1-(3-(2-chloro-4-methoxyphenyl)-1,2,4-oxadiazol-5-yl)piperidine-4-carboxylic acid